BrC=1C(=CC2=C(OCC(N2CCN(C)C)=O)C1)OC 7-Bromo-4-(2-(dimethylamino)ethyl)-6-methoxy-2H-benzo[b][1,4]oxazin-3(4H)-one